C(CCC)[Sn](C=1SC=C(C1)CC(CCCCCC)CCCC)(CCCC)CCCC tributyl-(4-(2-butyloctyl)thiophen-2-yl)stannane